racemic-trans-1-(4-tert-butylphenyl)-2,5-bis(4-(4,4,5,5-tetramethyl-1,3,2-dioxaborolan-2-yl)phenyl)pyrrolidine C(C)(C)(C)C1=CC=C(C=C1)N1[C@H](CC[C@@H]1C1=CC=C(C=C1)B1OC(C(O1)(C)C)(C)C)C1=CC=C(C=C1)B1OC(C(O1)(C)C)(C)C |r|